2,3-dihydrobenzofuran-5-yl propanoate C(CC)(=O)OC=1C=CC2=C(CCO2)C1